C1(CCCCC1)CCCCCCCCCCCOC(O[Si](OCCCCCCN(CC#C)C)(C)C)CCCCCCCCCCCCCCC 22-cyclohexyl-N,8,8-trimethyl-10-pentadecyl-N-(prop-2-yn-yl)-7,9,11-trioxa-8-siladocosan-1-amine